3-[(11-cyclobutyl-10-oxo-1,9-diazatricyclo[6.3.1.04,12]dodeca-2,4,6,8(12)-tetraene-2-carbonyl)amino]-5-fluoro-4-(methylamino)benzoic acid methyl ester COC(C1=CC(=C(C(=C1)F)NC)NC(=O)C=1N2C(C(NC=3C=CC=C(C1)C23)=O)C2CCC2)=O